BrC1=CC=NC2=C3N=CC=C(C3=CC=C12)Br 4,7-dibromophenanthroline